N1=CC(=C2N1CCCC2)C#N 4,5,6,7-tetrahydropyrazolo[1,5-a]Pyridine-3-carbonitrile